ClC1=C(C(=CC=C1)F)N1CCC(CC1)N1C(N(C=2C([C@H]1C)=NN(C2)C2CC2)CC2=C(C=CC=C2)C(F)(F)F)=O |o1:19| (R)- or (S)-6-[1-(2-Chloro-6-fluorophenyl)-piperidin-4-yl]-2-cyclopropyl-7-methyl-4-(2-trifluoromethyl-benzyl)-2,4,6,7-tetrahydro-pyrazolo[4,3-d]pyrimidin-5-one